N1=C(C=CC=C1)NC(=O)C=1SC=CC1 N-pyridinylthiophenecarboxamide